C(C)C=1C(=CC=C2C=C(C=C(C12)C1=C(C=2N=C(N=C(C2C=N1)N1C[C@@](CCC1)(O)C)SC)F)OCOC)F (R)-1-(7-(8-Ethyl-7-fluoro-3-(methoxymethoxy)naphthalen-1-yl)-8-fluoro-2-(methylthio)pyrido[4,3-d]pyrimidin-4-yl)-3-methylpiperidin-3-ol